ClC1=C(C=C(C=C1)C)B(O)O (2-chloro-5-methyl-phenyl)boronic acid